bromo-[1,1'-biphenyl]-2,6-diol BrC1=C(C(=C(C=C1)O)C1=CC=CC=C1)O